2-methylphenylethynyl-trimethylsilane CC1=C(C=CC=C1)C#C[Si](C)(C)C